2-((S)-1-acryloyl-4-(2-(((S)-1-methylpyrrolidin-2-yl)methoxy)-7-(2-(trifluoromethyl)phenyl)-5,6,7,8-tetrahydropyrido[3,4-d]pyrimidin-4-yl)piperazin-2-yl)acetonitrile C(C=C)(=O)N1[C@H](CN(CC1)C=1C2=C(N=C(N1)OC[C@H]1N(CCC1)C)CN(CC2)C2=C(C=CC=C2)C(F)(F)F)CC#N